1-(4-chlorobenzyl)-3-(4-(2-(pyridin-3-ylsulfonyl)ethyl)phenyl)urea ClC1=CC=C(CNC(=O)NC2=CC=C(C=C2)CCS(=O)(=O)C=2C=NC=CC2)C=C1